BrC1=CC(=C(N)C=C1F)C 4-bromo-5-fluoro-2-methyl-aniline